9,9-bis(4-(2-hydroxyethyl)-3-phenylphenyl)fluorene OCCC1=C(C=C(C=C1)C1(C2=CC=CC=C2C=2C=CC=CC12)C1=CC(=C(C=C1)CCO)C1=CC=CC=C1)C1=CC=CC=C1